FC=1C(=NC=C(C1)F)COC=1C(N(C(=CC1)C)C1=CC(=NC=C1C)C1=NC(=NC=C1)C(C)(C)O)=O ((3,5-difluoropyridin-2-yl)methoxy)-2'-(2-(2-hydroxypropan-2-yl)pyrimidin-4-yl)-5',6-dimethyl-2H-[1,4'-bipyridin]-2-one